C(CC)OC(CCC(C)OCC)=O.C(#N)C=1C=CC(=C2N=CC=NC12)N1C[C@@H]([C@@H](C1)C)NC(CC1(CCN(CC1)C)C)=O N-[(3r,4r)-1-(8-cyanoquinoxalin-5-yl)-4-methylpyrrolidin-3-yl]-2-(1,4-dimethylpiperidin-4-yl)acetamide propyl-4-ethoxypentanoate